Cl.NC=1CC2=CC=CC=C2C1 2-aminoindene monohydrochloride